CNC(=O)[C@@H]1[C@@H](CCCC1)C(=O)N1[C@@H](C2=C(C=CC=C2CC1)O[C@@H]1CN(CC1)C(=O)C1=CN=CS1)CNC(OCCCl)=O 2-Chloroethyl (((S)-2-((1R,2S)-2-(methylcarbamoyl)cyclohexane-1-carbonyl)-8-(((S)-1-(thiazole-5-carbonyl)pyrrolidin-3-yl)oxy)-1,2,3,4-tetrahydroisoquinolin-1-yl)methyl)carbamate